(3-fluoro-4-(4-((2-methylbenzo[d]thiazol-5-yl)amino)quinolin-6-yl)phenyl)(4-methylpiperazin-1-yl)methanone FC=1C=C(C=CC1C=1C=C2C(=CC=NC2=CC1)NC=1C=CC2=C(N=C(S2)C)C1)C(=O)N1CCN(CC1)C